6-((5-((((4-butylbenzyl)oxy)carbonyl)oxy)pentyl)(2-hydroxyethyl)amino)hexyl 4,4-bis(((Z)-oct-5-en-1-yl)oxy)butanoate C(CCC\C=C/CC)OC(CCC(=O)OCCCCCCN(CCO)CCCCCOC(=O)OCC1=CC=C(C=C1)CCCC)OCCCC\C=C/CC